C(C1=CC=CC=C1)C1C2=NN(CC=C2CCC12CN(CC2)C(CC2=CC=C(C=C2)F)=O)C 1-(1-benzyl-7-methyl-3,4-dihydro-1H-spiro[7,8-naphthyridine-2,3'-pyrrolidin]-1'-yl)-2-(4-fluorophenyl)ethan-1-one